FC=1C=C2C(=CNC2=CC1F)CCN(CC(C)C)C(C)C N-(2-(5,6-difluoro-1H-indol-3-yl)ethyl)-N-isopropyl-2-methylpropan-1-amine